C(C(=C)C)(=O)OCCCCCCCCCCCCCC normal tetradecyl methacrylate